(S)-1-((R)-(9H-carbazol-9-yl)-2-hydroxypropyl)-3-methylpyrrolidin-2-one C1=CC=CC=2C3=CC=CC=C3N(C12)C[C@H](CN1C([C@H](CC1)C)=O)O